C1(CCCC1)CS(=O)(=O)NC1=NC=C(C=C1)C1=NC=2C=NC(=NC2N(C1=O)C(C)C)N[C@@H]1CNC[C@H](C1)F 1-cyclopentyl-N-(5-(2-(((3S,5S)-5-fluoropiperidin-3-yl)amino)-8-isopropyl-7-oxo-7,8-dihydropteridin-6-yl)pyridin-2-yl)methanesulfonamide